2-hydroxy-butyramide OC(C(=O)N)CC